C1(CC1)NC(CCN1CC2=CC(=CC(=C2CC1)C)C=1N=C2C(=NC1)NC=C2C2=CC=C(C(=O)N(C)C)C=C2)=O 4-(2-(2-(3-(cyclopropylamino)-3-oxopropyl)-5-methyl-1,2,3,4-tetrahydroisoquinolin-7-yl)-5H-pyrrolo[2,3-b]pyrazin-7-yl)-N,N-dimethylbenzamide